N-(3-aminopropyl)methylamine NCCCNC